B(F)(F)F.P(=S)([O-])([O-])[O-].[Li+].[Li+].[Li+] lithium monothiophosphate boron trifluoride